C(CCCCCCC\C=C/C\C=C/CCCCC)OC(CCCCCCCBr)=O 8-bromooctanoic acid-(10Z,12Z)-octadec-9,12-diene-1-yl ester